(benzylidenedi-p-phenylene)bismaleimide C(C1=CC=CC=C1)(C1=CC=C(C=C1)C=1C(=O)NC(C1)=O)C1=CC=C(C=C1)C=1C(=O)NC(C1)=O